Tert-butyl 4-(2,6-dimethyl-4-(4-(4-oxo-4,5,6,7-tetrahydro-1H-pyrrolo[3,2-c]pyridin-2-yl)pyridin-2-yl)phenyl)piperazine-1-carboxylate CC1=C(C(=CC(=C1)C1=NC=CC(=C1)C1=CC=2C(NCCC2N1)=O)C)N1CCN(CC1)C(=O)OC(C)(C)C